FC=1C(=NC=CC1)C(C)N(C(C(=O)O)=O)CC1=NC=C(C=C1)OC(F)(F)F 2-((1-(3-fluoropyridin-2-yl)ethyl)((5-(trifluoromethoxy)pyridin-2-yl)methyl)amino)-2-oxoacetic acid